1-(5-(4-bromo-2-fluorophenoxy)-4-methylthiazol-2-yl)ethan-1-one BrC1=CC(=C(OC2=C(N=C(S2)C(C)=O)C)C=C1)F